N=1C=C(N2C1C=CC=C2)C2CN(CCC2)C=2C1=C(N=C(N2)N)NCCC1 4-(3-(imidazo[1,2-a]pyridin-3-yl)piperidin-1-yl)-5,6,7,8-tetrahydropyrido[2,3-d]pyrimidin-2-amine